5-(N-(4-(4-(tert-Butoxycarbonyl)piperazine-1-carbonyl)phenyl)-N-phenethylsulfamoyl)-3-methylbenzofuran-2-carboxylic acid C(C)(C)(C)OC(=O)N1CCN(CC1)C(=O)C1=CC=C(C=C1)N(S(=O)(=O)C=1C=CC2=C(C(=C(O2)C(=O)O)C)C1)CCC1=CC=CC=C1